FC1(CN(C1)C=1C=C(C(=NC1)C1=CC(=CN1C)C(=O)OC)OCOC)F methyl 5-[5-(3,3-difluoroazetidin-1-yl)-3-(methoxymethoxy)pyridin-2-yl]-1-methylpyrrole-3-carboxylate